N-((4-(azetidin-3-yloxy)piperidin-1-yl)sulfonyl)-5-chloro-4-(cyclopentyl-methoxy)-2-fluorobenzamide N1CC(C1)OC1CCN(CC1)S(=O)(=O)NC(C1=C(C=C(C(=C1)Cl)OCC1CCCC1)F)=O